(R)-7-(2-((2-cyclopropyl-4-(2-methylpiperazin-1-yl)phenyl)amino)-5-(trifluoromethyl)pyrimidin-4-yl)-4-(oxetan-3-yl)-3,4-dihydrothieno[2,3-f][1,4]thiazepin-5(2H)-one C1(CC1)C1=C(C=CC(=C1)N1[C@@H](CNCC1)C)NC1=NC=C(C(=N1)C1=CC2=C(C(N(CCS2)C2COC2)=O)S1)C(F)(F)F